tricyclo[3.3.1.13,7]Decane C12CC3CC(CC(C1)C3)C2